C(C)(C)(C)OC1=NC=C(C(=N1)OC(C)(C)C)C=1C=C2C(=NN1)N(N=C2O[C@@H](C)C2=NC=NC(=C2)OCC(F)(F)F)C 5-(2,4-ditert-butoxypyrimidin-5-yl)-1-methyl-3-[(1S)-1-[6-(2,2,2-trifluoroethoxy)pyrimidin-4-yl]ethoxy]pyrazolo[3,4-c]pyridazine